FC(C(=O)[O-])(F)F.ClC1=CC=C(C(=O)NC2N(C(N(S2)CC2=CC=C(C=C2)Cl)=O)COC(C(C(CC)C)[NH3+])=O)C=C1 1-{[5-(4-chlorobenzamido)-2-[(4-chlorophenyl)methyl]-3-oxo-1,2,4-thiadiazolidin-4-yl]methoxy}-3-methyl-1-oxopentan-2-aminium trifluoroacetate